CN1N=NC(=C1NC(OCC1=C(C=CC(=C1)F)F)=O)C1=NC(=C(C=C1)NS(=O)(=O)C)C 2,5-difluorobenzyl (1-methyl-4-(6-methyl-5-(methyl-sulfonamido)pyridin-2-yl)-1H-1,2,3-triazol-5-yl)carbamate